FC(OC1=C(C(=O)NCC(F)(F)F)C(=CC(=C1)C1=CN=C2N1C=CC(=C2)OCCN(C)C)OC)F 2-(difluoromethoxy)-4-[7-[2-(dimethylamino)ethoxy]imidazo[1,2-a]pyridin-3-yl]-6-methoxy-N-(2,2,2-trifluoroethyl)benzamide